hexanamide trifluoroacetate FC(C(=O)O)(F)F.C(CCCCC)(=O)N